BrC=1C(=NC2=CC=CC=C2C1)C1=NN2C(C=NC(=C2)C(F)(F)F)=N1 3-Bromo-2-[6-(trifluoromethyl)-[1,2,4]triazolo[1,5-a]pyrazin-2-yl]quinolin